tert-butyl (S)-2-(1-((8-fluoro-2-methylimidazo[1,2-a]pyridin-6-yl) carbamoyl)-2,3-dihydro-1H-pyrrolo[2,3-b]pyridin-4-yl)-6-oxa-2,9-diazaspiro[4.5]decane-9-carboxylate FC=1C=2N(C=C(C1)NC(=O)N1CCC=3C1=NC=CC3N3C[C@]1(CC3)OCCN(C1)C(=O)OC(C)(C)C)C=C(N2)C